BrC1=CC=C(CN2C(N(C(C=3N(C(=NC23)S(=O)(=O)CC2CC2)C)=O)C)=O)C=C1 3-(4-bromobenzyl)-8-((cyclopropylmethyl)sulfonyl)-1,7-dimethyl-1H-purine-2,6(3H,7H)-dione